C1(CC1)C=1C=C(C=CC1F)[C@@H]1CN2[C@H](CO1)CN(CC2)C(=O)C2=C(C(=CC=C2)OC)Cl [(3R,9aS)-3-(3-cyclopropyl-4-fluoro-phenyl)-3,4,6,7,9,9a-hexahydro-1H-pyrazino[2,1-c][1,4]oxazin-8-yl]-(2-chloro-3-methoxy-phenyl)methanone